N2-(3-(2-(2H-1,2,3-triazol-2-yl)propan-2-yl)-1-cyclopropyl-1H-pyrazol-5-yl)-N4-(2-methoxyethyl)-5-(trifluoromethyl)pyrimidine-2,4-diamine N=1N(N=CC1)C(C)(C)C1=NN(C(=C1)NC1=NC=C(C(=N1)NCCOC)C(F)(F)F)C1CC1